CN1C(=NC2=C1C=CC=C2)COC2=CC=C(C=C2)C2=C(C=NO2)C2=CC=NC=C2 1-methyl-2-[4-(4-pyridin-4-yl-isoxazol-5-yl)-phenoxymethyl]-1H-benzimidazole